ClC=1C=C2C(NCCO2)=C(C1F)C(=O)OC Methyl 7-chloro-6-fluoro-3,4-dihydro-2H-1,4-benzoxazine-5-carboxylate